ClC=1C=C(C=C(C1)Cl)C1=CC=C(S1)CC(=O)NCCCN1CCS(CC1)(=O)=O 2-(5-(3,5-dichlorophenyl)thiophen-2-yl)-N-(3-(1,1-dioxidothiomorpholino)propyl)acetamide